NS(=O)(=O)C=1NC=CN1 aminosulfuryl-imidazole